ClC=1C=C(C=CC1)[C@@H]1[C@H](C1)C(=O)NC=1N=NC=C(C1)N(C)CC=1N=C2N(C=C(C=C2N2C(N(C(C2)=O)C)=O)C2CC2)C1 (1S,2S)-2-(3-chlorophenyl)-N-(5-(((6-cyclopropyl-8-(3-methyl-2,4-dioxoimidazolidin-1-yl)imidazo[1,2-a]pyridin-2-yl)methyl)(methyl)amino)pyridazin-3-yl)cyclopropane-1-carboxamide